4-(5-Cyclopropylthiophen-3-yl)benzaldehyde C1(CC1)C1=CC(=CS1)C1=CC=C(C=O)C=C1